7-benzyl 5-(tert-butyl) 2-(4-isopropylphenyl)-3,4,5a,6,8,9-hexahydro-2H-1,2,5,7-tetraazabenzo[cd]azulene-5,7-dicarboxylate C(C)(C)C1=CC=C(C=C1)N1N=C2CCN(CC3C2=C1CCN3C(=O)OC(C)(C)C)C(=O)OCC3=CC=CC=C3